C(C)(C)(C)SC[C@H](N)C(=O)O S-tertiary butyl-cysteine